methyl 5-amino-3'-ethoxy-4'-(7-oxo-6,7-dihydro-3H-[1,2,3]triazolo[4,5-d]pyrimidin-5-yl)-[1,1'-biphenyl]-3-carboxylate NC=1C=C(C=C(C1)C1=CC(=C(C=C1)C=1NC(C2=C(N1)NN=N2)=O)OCC)C(=O)OC